ClC1=CC=C(S1)CNC1=CC(=NN1C(C(CO)(C)C)=O)C1CCN(CC1)CC1COC1 1-(5-[(5-chlorothiophen-2-yl)methyl]amino-3-[1-(oxetan-3-ylmethyl)piperidin-4-yl]-1H-pyrazol-1-yl)-3-hydroxy-2,2-dimethylpropan-1-one